6-(N-(2-(4,4-Difluoropiperidin-1-yl)pyridin-3-yl)sulfamoyl)benzofuran-2-carboxylic acid ethyl ester C(C)OC(=O)C=1OC2=C(C1)C=CC(=C2)S(NC=2C(=NC=CC2)N2CCC(CC2)(F)F)(=O)=O